(E)-3-fluoro-1,4-dimethoxy-2-(2-nitrobut-1-en-1-yl)-5-propylbenzene FC=1C(=C(C=C(C1OC)CCC)OC)\C=C(/CC)\[N+](=O)[O-]